BrC1=NN2C(N=CC=C2C(=O)N[C@@H]2C[C@@H](C2)OC(F)(F)F)=C1 2-bromo-N-[cis-3-(trifluoromethoxy)cyclobutyl]pyrazolo[1,5-a]pyrimidine-7-carboxamide